N-(tetrahydrofuran-3-yl)benzamide 2-dodecoxyethyldimethylaminoxide C(CCCCCCCCCCC)OCCCN([O-])C.O1CC(CC1)NC(C1=CC=CC=C1)=O